C(C1=CC=CC=C1)(=O)C1C(C2=CC=CC=C2CC1)=O 2-Benzoyl-1-tetralone